tert-butyl 2-[[1-[2-(2,6-dioxo-3-piperidyl)-1-oxo-isoindolin-5-yl]-4-piperidyl]oxy]-7-azaspiro[3.5]nonane-7-carboxylate O=C1NC(CCC1N1C(C2=CC=C(C=C2C1)N1CCC(CC1)OC1CC2(C1)CCN(CC2)C(=O)OC(C)(C)C)=O)=O